1,4-diisocyanatomethyl-2,3,5,6-tetramethylbenzene N(=C=O)CC1=C(C(=C(C(=C1C)C)CN=C=O)C)C